2-(3-Aminomethyl-phenyl)-5-trifluoromethyl-2H-pyrazole-3-carboxylic acid {3-((cyclopropylmethyl-amino)-(4-dimethylamino-naphthalen-1-yl)-methyl)-phenyl}-amide C1(CC1)CNC(C=1C=C(C=CC1)NC(=O)C=1N(N=C(C1)C(F)(F)F)C1=CC(=CC=C1)CN)C1=CC=C(C2=CC=CC=C12)N(C)C